(4aR,8aS)-6-[6-[[2-(trifluoromethyl)-3H-imidazo[4,5-b]pyridin-6-yl]methyl]-2-azaspiro[3.3]heptane-2-carbonyl]-4,4a,5,7,8,8a-hexahydropyrido[4,3-b][1,4]oxazin-3-one FC(C1=NC=2C(=NC=C(C2)CC2CC3(CN(C3)C(=O)N3C[C@@H]4[C@@H](OCC(N4)=O)CC3)C2)N1)(F)F